4-[1-[4-[[3-(2,3-difluoro-4-methoxyphenyl)imidazo[1,2-a]pyrazin-8-yl]amino]-2-methylbenzoyl]piperidine-4-carbonyl]piperazine-2-carboxylic acid FC1=C(C=CC(=C1F)OC)C1=CN=C2N1C=CN=C2NC2=CC(=C(C(=O)N1CCC(CC1)C(=O)N1CC(NCC1)C(=O)O)C=C2)C